ClC1=NC(=C(C(=N1)C(=O)OCC)C1OCCO1)C1=C(C=C(C=C1)C(F)(F)F)F ethyl 2-chloro-5-(1,3-dioxolan-2-yl)-6-[2-fluoro-4-(trifluoromethyl) phenyl]pyrimidine-4-carboxylate